cyclobut-1-ene-1-carboxylic acid C1(=CCC1)C(=O)O